O=C1NC(CC[C@@H]1N1C(C2=CC=CC(=C2C1=O)NCCCCCC(=O)N1CCC(CC1)NC1=C2N=CN(C2=NC=N1)C1CC(C1)NC(C1=NC(=CC=C1)C)=O)=O)=O N-((1s,3s)-3-(6-((1-(6-((2-(2,6-dioxopiperidin-3-yl)-1,3-dioxoisoindolin-4-yl)amino)hexanoyl)piperidin-4-yl)amino)-9H-purin-9-yl)cyclobutyl)-6-methylpicolinamide